(3-(4-amino-2,5-dimethylbenzyl)phenyl)(imino)(methyl)-λ6-sulfanone NC1=CC(=C(CC=2C=C(C=CC2)S(=O)(C)=N)C=C1C)C